CC1=C(OC=2C(=CC(N(C2)C)=O)C=2C3=C(C(N(C2)C)=O)NC(=C3)C3=NC=CC=C3)C(=CC=C1)C 4-(5-(2,6-dimethylphenoxy)-1-methyl-2-oxo-1,2-dihydropyridin-4-yl)-6-methyl-2-(pyridin-2-yl)-1,6-dihydro-7H-pyrrolo[2,3-c]pyridin-7-one